N,N'-Dibenzyldiethylentriamin C(C1=CC=CC=C1)NCCN(CCN)CC1=CC=CC=C1